C(C1=CC=CC=C1)OC=1C=CC2=C(C(=C(O2)C)C(=O)NC2CC3C(CN(C3)C(=O)OC(C)(C)C)C2)C1 tert-butyl trans-5-(5-(benzyloxy)-2-methylbenzofuran-3-carboxamido)hexahydrocyclopenta[c]pyrrole-2(1H)-carboxylate